C[C@]12CC(C[C@](CCC1)(N2)C)N(C2=CC=C(N=N2)C2=CC(=C(C=C2O)C2=CC(N(C=C2)C)=O)F)C 4-(4-(6-(((1R,3S,5S)-1,5-dimethyl-9-azabicyclo[3.3.1]nonan-3-yl)(methyl)amino)pyridazin-3-yl)-2-fluoro-5-hydroxyphenyl)-1-methylpyridin-2(1H)-one